4-(4-methylpiperazin-1-yl)-6-(naphthalen-2-yl)-2-oxo-2H-pyran-3-carbonitrile CN1CCN(CC1)C1=C(C(OC(=C1)C1=CC2=CC=CC=C2C=C1)=O)C#N